C(C)C1(COC1)COCCCCCOCC1(COC1)CC 1,3-bis[(3-ethyl-3-oxetanyl)methoxymethyl]propane